3-(pyridin-4-yl)-7-[(1S)-1-[(2r,4r)-2-(amino-methyl)-6-oxo-5-oxa-7-azaspiro[3.4]octan-7-yl]ethyl]-1H-indole-2-carboxylic acid N1=CC=C(C=C1)C1=C(NC2=C(C=CC=C12)[C@H](C)N1C(OC2(CC(C2)CN)C1)=O)C(=O)O